N'-{(2S,3R,4S)-1-(azetidine-1-carbonyl)-4-fluoro-2-[(2-fluoro-3-methyl[1,1'-biphenyl]-3-yl)methyl]pyrrolidin-3-yl}-N,N-dimethyl-sulfuric diamide N1(CCC1)C(=O)N1[C@H]([C@H]([C@H](C1)F)NS(N(C)C)(=O)=O)CC1(C(C(=CC=C1)C1=CC=CC=C1)F)C